CC1=CC2=C(C=N1)C=C(N2S(=O)(=O)C2=CC=C(C)C=C2)CN2C(C1=CC=CC=C1C2=O)=O 2-((6-Methyl-1-tosyl-1H-pyrrolo[3,2-c]pyridin-2-yl)methyl)isoindoline-1,3-dione